C(C(=C)C)(=O)OCC1(C(C(=O)O)C=CC=C1)C(=O)O.CS(=O)(=O)C1=C(C(=O)NC23CCC(CC2)(CC3)C(F)(F)F)C=C(C=C1)C(F)(F)F 2-(methylsulfonyl)-5-(trifluoromethyl)-N-(4-(trifluoromethyl)bicyclo[2.2.2]oct-1-yl)benzamide 2-(methacryloyloxy)methylphthalate